methyl tritriacontanate C(CCCCCCCCCCCCCCCCCCCCCCCCCCCCCCCC)(=O)OC